2-(2-acetoxy-4-cyclopropylphenyl)-7-acryloyl-2,3,4,5a,6,7,8,9-octahydro-5H-1,2,5,7-tetraazabenzo[cJ]azulene-5-carboxylate C(C)(=O)OC1=C(C=CC(=C1)C1CC1)N1N=C2CCN(CC3C2=C1CCN3C(=O)[O-])C(C=C)=O